CN1C(=NN=C1)SC(C)C=1C=C(C=CC1)NC(=O)N1CCOC2(CC2)C1 N-(3-(1-((4-methyl-4H-1,2,4-triazol-3-yl)thio)ethyl)phenyl)-4-oxa-7-azaspiro[2.5]octane-7-carboxamide